(3-(4-(6-amino-5-(4-amino-2-fluorophenyl)pyridin-3-yl)benzylidene)azetidin-1-yl)(tetrahydro-2H-pyran-4-yl)methanone NC1=C(C=C(C=N1)C1=CC=C(C=C2CN(C2)C(=O)C2CCOCC2)C=C1)C1=C(C=C(C=C1)N)F